Fmocamino alcohol C(=O)(OCC1C2=CC=CC=C2C2=CC=CC=C12)NO